Cl.FC=1C=C(C=C(C1)C(=O)N1CCN(CC1)C(C1=CC(=C(C=C1)O[C@@H]1CNCC1)C1CCC(CC1)C(F)(F)F)=O)N1C(CNCC1)=O (S)-1-(3-Fluoro-5-(4-(4-(pyrrolidin-3-yloxy)-3-(4-(trifluoromethyl)cyclohexyl)benzoyl)piperazine-1-carbonyl)phenyl)piperazin-2-one hydrochloride